C(C)OC=1C=C(N)C=CC1OCC 3,4-diethoxyaniline